2-(2-methylmorpholin-4-yl)ethane-1-One CC1CN(CCO1)CC=O